ClC1=NN(C=C1N(C(CCSCCC(F)(F)F)=O)CC)C=1C=NC=CC1 N-[3-chloro-1-(3-pyridyl)-1H-pyrazol-4-yl]-N-ethyl-3-[(3,3,3-trifluoropropyl)thio]propionamide